(S)-2-((1-(5-(3-isopropylphenyl)-1-methyl-1,2,4-triazol-3-yl)ethyl)carbamoyl)-4-methoxypyridin-3-yl butyrate C(CCC)(=O)OC=1C(=NC=CC1OC)C(N[C@@H](C)C1=NN(C(=N1)C1=CC(=CC=C1)C(C)C)C)=O